(1RS,5SR)-4-hydroxy-3-{2-[(2-methoxyethoxy)methyl]-6-(trifluoromethyl)-3-pyridylcarbonyl}bicyclo[3.2.1]oct-3-en-2-one OC1=C(C([C@@H]2CC[C@H]1C2)=O)C(=O)C=2C(=NC(=CC2)C(F)(F)F)COCCOC |r|